3-(N-(cyclopropanecarbonyl)-4-fluorobenzamido)-2-fluoro-N-(4-(perfluoropropane-2-yl)-2-(trifluoromethyl)phenyl)benzamide C1(CC1)C(=O)N(C(C1=CC=C(C=C1)F)=O)C=1C(=C(C(=O)NC2=C(C=C(C=C2)C(C(F)(F)F)(C(F)(F)F)F)C(F)(F)F)C=CC1)F